(6-oxo-1,6-dihydropyridin-3-yl)-7-(trifluoromethyl)-2,3-dihydroquinazolin-4(1H)-one O=C1C=CC(=CN1)N1CNC(C2=CC=C(C=C12)C(F)(F)F)=O